O1COC2=C1C=CC(=C2)C2=NOC(=N2)CSC2=C1N=CNC1=NC=N2 6-({[3-(2H-1,3-benzodioxol-5-yl)-1,2,4-oxadiazol-5-yl]methyl}sulfanyl)-9H-purine